ClC=1C=C(C=CC1O)/C=C/C(=O)C1=CC=C(OCC#N)C=C1 2-[4-[(E)-3-(3-Chloro-4-hydroxyphenyl)prop-2-enoyl]phenoxy]acetonitrile